6-(2-chloro-7-(8-ethyl-7-fluoro-3-(methoxymethoxy)naphthalen-1-yl)-8-fluoropyrido[4,3-d]pyrimidin-4-yl)-6-azabicyclo[3.2.1]octan-3-ol ClC=1N=C(C2=C(N1)C(=C(N=C2)C2=CC(=CC1=CC=C(C(=C21)CC)F)OCOC)F)N2C1CC(CC(C2)C1)O